N-(1-((1s,4s)-4-(6-Fluoroquinolin-4-yl)cyclohexyl)-2-methoxyethyl)-5-(4-methoxyphenyl)-1,3,4-oxadiazol-2-amine FC=1C=C2C(=CC=NC2=CC1)C1CCC(CC1)C(COC)NC=1OC(=NN1)C1=CC=C(C=C1)OC